CN1CCN(CC1)CC=1C=CC(=NC1)NC1=NC=CC=N1 N-(5-((4-methylpiperazin-1-yl)methyl)pyridin-2-yl)pyrimidin-2-amine